C(C)(C)(C)OC(N[C@@H](C(=O)NC1=CC(=C(C=C1)C1=CN(C=2N=CN=C(C21)N)C)C)C2=CC=CC=C2)=O (R)-(2-((4-(4-amino-7-methyl-7H-pyrrolo[2,3-d]pyrimidin-5-yl)-3-methylphenyl)amino)-2-oxo-1-phenylethyl)carbamic acid tert-butyl ester